3-(methacryloyloxy)propyltrimethoxysilane silicon [Si].C(C(=C)C)(=O)OCCC[Si](OC)(OC)OC